C(C)C(COC(CCSC=1C=C(C=C(C1)SC)C=1C=NN(C1)C(=O)OCCCC)=O)CCCC butyl 4-(3-((3-((2-ethylhexyl)oxy)-3-oxopropyl)thio)-5-(methylthio)phenyl)-1H-pyrazole-1-carboxylate